C(C)(C)(C)OC(=O)N1C[C@H]2C([C@H]2C1)C(=O)C=1SC=C(N1)C (1R,5S,6r)-6-[(4-methyl-1,3-thiazol-2-yl)carbonyl]-3-azabicyclo[3.1.0]hexane-3-carboxylic acid tert-butyl ester